amino-5-(4-fluorophenyl)-6-(1-methyl-6-oxo-1,6-dihydropyridin-3-yl)pyrazine-2-carbonitrile NC=1C(=NC(=C(N1)C1=CC=C(C=C1)F)C1=CN(C(C=C1)=O)C)C#N